C(C)OC(C(C(C(=O)OCC)CC)(C(C)C)CC)=O diethyl-2,3-diethyl-2-isopropylsuccinate